C(#N)C=1C=CC2=CN(N=C2C1NC)CC1=C2C=CN(C2=C(C=C1OC)C)C(=O)OC(C)(C)C tert-butyl 4-((6-cyano-7-(methyl-amino)-2H-indazol-2-yl)methyl)-5-methoxy-7-methyl-1H-indole-1-carboxylate